5-Amino-3-[4-[[(2-methoxybenzoyl)amino]methyl]phenyl]-1-(3-oxoindan-1-yl)pyrazole-4-carboxamide tert-butyl-(1'R,5'S)-8'-azaspiro[azetidine-3,3'-bicyclo[3.2.1]octane]-8'-carboxylate C(C)(C)(C)OC(=O)N1[C@H]2CC3(C[C@@H]1CC2)CNC3.NC3=C(C(=NN3C3CC(C2=CC=CC=C32)=O)C3=CC=C(C=C3)CNC(C3=C(C=CC=C3)OC)=O)C(=O)N